ClC1=NC=CC(=C1)CNC(=O)C1C2C(C=C(C1N(C2=O)C2=CC(=C(C(=C2)Cl)Cl)Cl)C)C N-[(2-chloropyridin-4-yl)methyl]-2,4-dimethyl-7-oxo-6-(3,4,5-trichlorophenyl)-6-azabicyclo[3.2.1]oct-3-ene-8-carboxamid